3-(4'-methoxy-[1,1'-biphenyl]-2-yl)-2-phenyl-1H-indole COC1=CC=C(C=C1)C1=C(C=CC=C1)C1=C(NC2=CC=CC=C12)C1=CC=CC=C1